2-hydroxy-5-oxo-2,5-dihydrofuran-2-carboxylic acid OC1(OC(C=C1)=O)C(=O)O